(S)-2-(2,5-difluoro-4-(6-((2,4,6-trifluorobenzyl)oxy)pyridin-2-yl)benzyl)-1-(4,4-dimethyltetrahydrofuran-3-yl)-1H-benzo[d]imidazole-6-carboxylic acid FC1=C(CC2=NC3=C(N2[C@@H]2COCC2(C)C)C=C(C=C3)C(=O)O)C=C(C(=C1)C1=NC(=CC=C1)OCC1=C(C=C(C=C1F)F)F)F